C1(=CC=CC=C1)C(C)NC=1C=NC=CC1 N-(1-phenylethyl)pyridin-3-amine